Tert-butyl (R)-3-((3-(8-(2,4-dichlorophenyl)-3-(methoxycarbonyl)-6,7-dihydro-5H-benzo[7]annulen-9-yl)phenyl)amino)pyrrolidine-1-carboxylate ClC1=C(C=CC(=C1)Cl)C=1CCCC2=C(C1C=1C=C(C=CC1)N[C@H]1CN(CC1)C(=O)OC(C)(C)C)C=CC(=C2)C(=O)OC